6-[(E)-but-2-enyl]-4-[5-chloro-6-(morpholine-4-carbonyl)-3-pyridyl]-2-methyl-1H-pyrrolo[2,3-c]pyridin-7-one C(\C=C\C)N1C(C2=C(C(=C1)C=1C=NC(=C(C1)Cl)C(=O)N1CCOCC1)C=C(N2)C)=O